C(C)(C)(C)OC(=O)NC=1SC2=C(C1C#N)C(=CC=C2F)C=2C1=C(C=3C(=NC(=NC3C2Cl)C#N)N2C3CN(CC2CC3)C(=O)OC(C)(C)C)COC1 tert-butyl 8-[6-[2-(tert-butoxycarbonylamino)-3-cyano-7-fluoro-benzothiophen-4-yl]-5-chloro-3-cyano-7,9-dihydrofuro[3,4-f]quinazolin-1-yl]-3,8-diazabicyclo[3.2.1]octane-3-carboxylate